6-amino-9-[1'-(azetidin-3-yl)-[1,4'-bipiperidin]-4-yl]-7-(4-phenoxyphenyl)purin-8-one hydrochloride Cl.NC1=C2N(C(N(C2=NC=N1)C1CCN(CC1)C1CCN(CC1)C1CNC1)=O)C1=CC=C(C=C1)OC1=CC=CC=C1